9-(4-(1H-pyrazol-1-yl)benzyl)-2-(3-isopropylpyridin-4-yl)-7-methyl-7,9-dihydro-8H-purin-8-one N1(N=CC=C1)C1=CC=C(CN2C3=NC(=NC=C3N(C2=O)C)C2=C(C=NC=C2)C(C)C)C=C1